ClC=1C=CC(=C(C1)C1=C(C=NC(=C1)C)C(=O)NC=1SC=2C(=NC=C(N2)C2=CC=C(C=C2)C#N)N1)OC(F)(F)F 4-(5-chloro-2-(trifluoromethoxy)phenyl)-N-(6-(4-cyanophenyl)thiazolo[4,5-b]pyrazin-2-yl)-6-methylpyridine-3-carboxamide